tert-butyl 3-{3-methyl-4-[3-(methylamino)pyrrolidin-1-yl]-2-oxo-1,3-benzodiazol-1-yl}-2,6-dioxopiperidine-1-carboxylate CN1C(N(C2=C1C(=CC=C2)N2CC(CC2)NC)C2C(N(C(CC2)=O)C(=O)OC(C)(C)C)=O)=O